FC=1C=C2C=C[NH+](C2=CC1)[O-] 5-fluoroindole oxide